4-(5-(3,5-dichloro-4-fluorophenyl)-5-(trifluoromethyl)-4,5-dihydroisoxazol-3-yl)-2-methyl-N-((4-(trifluoromethoxy)benzyl)sulfinyl)benzamide ClC=1C=C(C=C(C1F)Cl)C1(CC(=NO1)C1=CC(=C(C(=O)NS(=O)CC2=CC=C(C=C2)OC(F)(F)F)C=C1)C)C(F)(F)F